1-methyl-5-(1-tritylaziridine-2-carboxamido)-1H-imidazole-2-carboxylic acid CN1C(=NC=C1NC(=O)C1N(C1)C(C1=CC=CC=C1)(C1=CC=CC=C1)C1=CC=CC=C1)C(=O)O